1-(2-methyl-1-phenyl-5-(trifluoromethyl)-1H-pyrrol-3-yl)ethan-1-one CC=1N(C(=CC1C(C)=O)C(F)(F)F)C1=CC=CC=C1